1,2,3-tri-acetoxy-propane C(C)(=O)OCC(COC(C)=O)OC(C)=O